4-(3-aminoazepan-1-yl)-2-cyclohexylphthalazin-1(2H)-one NC1CN(CCCC1)C1=NN(C(C2=CC=CC=C12)=O)C1CCCCC1